OCCCC=1N=C(C(N(C1)C1=CC=C(C#N)C=C1)=O)N1CC2(COC2)C1 4-(5-(3-Hydroxypropyl)-2-oxo-3-(2-oxa-6-azaspiro[3.3]heptan-6-yl)pyrazin-1(2H)-yl)benzonitrile